6-methyl-N-(1-methylcyclopropyl)-5-[(1r,5s,6s)-6-[5-(trifluoromethyl)pyridin-2-yl]-3-azabicyclo[3.1.0]hexane-3-carbonyl]furo[2,3-d]pyrimidin-4-amine CC1=C(C2=C(N=CN=C2NC2(CC2)C)O1)C(=O)N1C[C@H]2C([C@H]2C1)C1=NC=C(C=C1)C(F)(F)F